C(C1=CC=CC=C1)(=O)OCP(C)C(C)(C)C benzoyloxymethyl(tert-butyl)methylphosphine